ethyl 5-bromo-1-ethyl-1H-imidazole-2-carboxylate BrC1=CN=C(N1CC)C(=O)OCC